ClC=1C2=C(SC1C(=O)N(CC1=CC(=CC=C1)C1=CC=NC=C1)[C@@H]1CC[C@H](CC1)NC)C=CC=C2 3-Chloro-N-[trans-4-(methylamino)cyclohexyl]-N-[[3-(4-pyridinyl)phenyl]methyl]-benzo[b]thiophene-2-carboxamide